C(#N)C=1C=C2C(=C(C(N(C2=CC1O[C@H]1COCC1)C)=O)C(=O)N)N1CCC(CC1)C1=NC(=NO1)C1=C(C=CC=C1)C |r| (Rac)-6-cyano-1-methyl-4-{4-[3-(2-methylphenyl)-1,2,4-oxadiazol-5-yl]piperidin-1-yl}-2-oxo-7-[(oxolan-3-yl)oxy]-1,2-dihydroquinoline-3-carboxamide